ETHYLPALMITAT C(C)OC(CCCCCCCCCCCCCCC)=O